FC(C(=O)O)(F)F.NCCCC(=O)OC\C=C/CCCCCC [(Z)-non-2-enyl] 4-aminobutanoate trifluoroacetate